cyclobutyl-(2-(5-(3-fluorophenyl)imidazol-2-yl)piperidin-1-yl)methanone C1(CCC1)C(=O)N1C(CCCC1)C=1NC(=CN1)C1=CC(=CC=C1)F